3-iodo-4-vinyl-1H-pyrazolo[3,4-c]pyridine IC1=NNC2=CN=CC(=C21)C=C